NC=1C=2N(C3=CC(=C(C=C3N1)F)C(=O)N([C@@H]1COCC3=CC(=CC=C13)C1=NN(C=C1)C(F)(F)F)C)C=NC2 (S)-4-amino-7-fluoro-N-methyl-N-(7-(1-(trifluoromethyl)-1H-pyrazol-3-yl)isochroman-4-yl)imidazo[1,5-a]quinoxaline-8-carboxamide